dibutoxyaluminum C(CCC)O[Al]OCCCC